FC1=C(C=CC2=C1C(=C(O2)C)C(=O)O)OCC2=C(N=CS2)C 4-fluoro-2-methyl-5-((4-methylthiazol-5-yl)methoxy)benzofuran-3-carboxylic acid